(2S,3S)-3-(4-fluoro-2-methylphenyl)-4-methylpentan-2-yl N-[(3-hydroxy-4-methoxypyridin-2-yl)carbonyl]-L-alaninate OC=1C(=NC=CC1OC)C(=O)N[C@@H](C)C(=O)O[C@@H](C)[C@@H](C(C)C)C1=C(C=C(C=C1)F)C